ClCCCC=CCCCCCC(OCC)OCC 11-chloro-1,1-diethoxy-7-undecene